C1(CC1)C1=NNC(=C1)NC1=CC2=C(C(=NO2)NS(=O)(=O)C2=C(C=C(C=C2OC)[C@H]2N(CCC2)C)OC)C=C1OC N-{6-[(3-cyclopropyl-1H-pyrazol-5-yl)amino]-5-methoxy-1,2-benzoxazol-3-yl}-2,6-dimethoxy-4-[(2S)-1-methylpyrrolidin-2-yl]benzene-1-sulfonamide